N-[1-(tert-butyl)-2-cyano-5-(3-chlorophenyl)-1H-pyrrolyl]-4-methylbenzenesulfonamide C(C)(C)(C)N1C(=C(C=C1C1=CC(=CC=C1)Cl)NS(=O)(=O)C1=CC=C(C=C1)C)C#N